C(#N)C=1C=CC=2N(C1)C=C(N2)C(=O)NC[C@@H](CN2CC1=CC=CC=C1CC2)O (S)-6-cyano-N-(3-(3,4-dihydroisoquinolin-2(1H)-yl)-2-hydroxypropyl)imidazo[1,2-a]pyridine-2-carboxamide